COC(=O)C=1SC=CC1 2-thiophenecarboxylic acid methyl ester